(3S,5R)-5-[(5-Chloro-7-methoxy-oxazolo[4,5-b]pyridin-2-yl)amino]-1-ethyl-piperidin-3-ol ClC1=CC(=C2C(=N1)N=C(O2)N[C@@H]2C[C@@H](CN(C2)CC)O)OC